phenol, sodium salt [Na].C1(=CC=CC=C1)O